C(C)(C)C=1C=CC=C(C1)C1=NOC=C1 3-(5-isopropyl-phenyl)-isoxazole